hydroxy[(4E)-4-Cycloocten-1-ol] OC1(CC\C=C\CCC1)O